ClC=1C(=NC(=NC1)NC(C)C)C1=CC=C2CN(C(C2=C1)=O)[C@@H](C(=O)N[C@H](C)C1=CC(=CC=C1)OC)CO (2R)-2-(6-{5-chloro-2-[(propan-2-yl)amino]pyrimidin-4-yl}-1-oxo-2,3-dihydro-1H-isoindol-2-yl)-3-hydroxy-N-[(1R)-1-(3-methoxyphenyl)ethyl]propanamide